C1(CCC1)NC=1C(=C(C#N)C(=CC1)F)F 3-(cyclobutylamino)-2,6-difluorobenzonitrile